NCC(C[Si](C)(C)OCC(C)C)C 3-amino-2-methylpropyl(isobutoxydimethylsilane)